BrC1=CC(=CC(=N1)NC1CCCCC1)CN1CCC(CC1)C (1R,4R)-4-((6-bromo-4-((4-methylpiperidin-1-yl)methyl)pyridin-2-yl)amino)cyclohexane